chloro-4''-((3,5-difluoropyridin-2-yl)methoxy)-5',6''-dimethyl-3-(tetrahydro-2H-pyran-4-yl)-2H,2''H-[1,2':4',1''-terpyridin]-2,2''-dione ClC1=C(C(N(C=C1)C1=NC=C(C(=C1)N1C(C=C(C=C1C)OCC1=NC=C(C=C1F)F)=O)C)=O)C1CCOCC1